methyl 2-[(4-bromo-2,6-dinitrophenyl)amino]-2-cyclopropylacetate BrC1=CC(=C(C(=C1)[N+](=O)[O-])NC(C(=O)OC)C1CC1)[N+](=O)[O-]